(R)-7-(3,4-dimethylphenyl)-4-((1,1-dioxido-2,3-dihydrothiophen-3-yl)amino)-1,6-naphthyridin-5(6H)-one CC=1C=C(C=CC1C)C=1NC(C=2C(=CC=NC2C1)N[C@H]1CS(C=C1)(=O)=O)=O